[2-(methylamino)ethyl]amino(phenyl)-8-ethyl-6,8,10-triazatricyclo[9.4.0.02,7]pentadeca-1(11),2(7),3,5,12,14-hexaen-9-one CNCCC=1C(=C(C=2C=3C=CC=CC3NC(N(C2N1)CC)=O)C1=CC=CC=C1)N